FC=1C(=CC(=NC1)OC)C1=CC(=NN1COCC[Si](C)(C)C)C(=O)N1C2(CC2)CC(CC1)C(=O)OC Methyl 4-[5-(5-fluoro-2-methoxypyridin-4-yl)-1-[[2-(trimethylsilyl) ethoxy] methyl] pyrazole-3-carbonyl]-4-azaspiro[2.5]octane-7-carboxylate